2-(1-naphthyl)-6-(1-methyl-1-phenylethyl)phenol C1(=CC=CC2=CC=CC=C12)C1=C(C(=CC=C1)C(C)(C1=CC=CC=C1)C)O